C(C)(C)OC([C@H](C)N=P(=O)OC1=C(C=CC=C1)OC1=C(C(=C(C(=C1F)F)F)F)F)=O (S)-2-[(S)-(2,3,4,5,6-pentafluoro-phenoxy)-phenoxy-phosphorylamino]propionic acid isopropyl ester